CC1=C(C=CC=C1N)NC(C)CC(C)C 2-methyl-N1-(4-methylpentan-2-yl)benzene-1,3-diamine